OCC=1N=NN(C1CO)CC(=O)N[C@@H]1B(OC2=C(C1)C=CC=C2C(=O)O)O (R)-3-(2-(4,5-bis(hydroxymethyl)-1H-1,2,3-triazol-1-yl)acetamido)-2-hydroxy-3,4-dihydro-2H-benzo[e][1,2]oxaborinine-8-carboxylic acid